BrC1=CC(=NC=C1)NC(C1=CC=C(C=C1)OC)=O N-(4-bromopyridin-2-yl)-4-methoxybenzamide